COC1=C(C2=C(SC=C2)C=C1)C=1C=NC=2N(C1N)N=CC2C2=NN=NN2 6-(5-methoxybenzo[b]thiophen-4-yl)-3-(1H-tetrazol-5-yl)pyrazolo[1,5-a]pyrimidin-7-amine